2-amino-6-(prop-2-en-1-yl)-7H-pyrrolo[3,4-b]pyridin-5-one NC1=CC=C2C(=N1)CN(C2=O)CC=C